ClC=1C=C(C=C2CCN(C(C12)C)C(=O)[C@@H]1OCCN(C1)C1=CN=CC(=N1)NC(OC(C)(C)C)=O)C(F)(F)F tert-butyl (6-((2R)-2-(8-chloro-1-methyl-6-(trifluoromethyl)-1,2,3,4-tetrahydroisoquinoline-2-carbonyl)morpholino)pyrazin-2-yl)carbamate